Tert-butyl (6aR)-3-bromo-4-chloro-2-iodo-6a,7,9,10-tetrahydro-12H-pyrazino[2,1-c]pyrido[2,3-f][1,4]oxazepine-8(6H)-carboxylate BrC1=C(C2=C(CN3[C@@H](CO2)CN(CC3)C(=O)OC(C)(C)C)N=C1I)Cl